C(CCCCCCCCC)(=O)[O-].[Zn+2].C(CCCCCCCCC)(=O)[O-] zinc decanate